9,9-dimethyl-2-phenyl-9,10-dihydroacridine CC1(C2=CC=CC=C2NC=2C=CC(=CC12)C1=CC=CC=C1)C